The molecule is a sulfonate ester obtained by formal condensation of one of the hydroxy groups of ethylene glycol with sulfonic acid. It is a sulfonate ester and a primary alcohol. It derives from an ethylene glycol. C(COS(=O)[O-])O